C[C@H]1N(C[C@H](C1)COC1=CC=C(C=C1)S(=O)(=NC)C)[C@@H]1CCC=2C=CC(=CC2C1)C#N (7R)-7-[(2R,4S)-2-methyl-4-({4-[methyl(methylimino)oxo-λ6-sulfanyl]phenoxy}methyl)pyrrolidin-1-yl]-5,6,7,8-tetrahydronaphthalene-2-carbonitrile